C(C)N1C2CNNC(C1=O)(N(C2=O)CC)C 6,8-diethyl-1-methyl-2,3-diaza-6,8-diazabicyclo[3.2.2]nonane-7,9-dione